4-((1-(4-(2-(2-aminopyridin-3-yl)-1H-imidazo[4,5-c]pyridin-1-yl)benzyl)piperidin-4-yl)amino)pyrimidine-2-carbonitrile NC1=NC=CC=C1C=1N(C2=C(C=NC=C2)N1)C1=CC=C(CN2CCC(CC2)NC2=NC(=NC=C2)C#N)C=C1